COC(=O)C=1C=C(C=CC1F)C1=CC=CC=C1 4-fluoro-[1,1'-biphenyl]-3-carboxylic acid methyl ester